2,3-bipyridine N1=C(C=CC=C1)C=1C=NC=CC1